2-(2,6-dioxopiperidin-3-yl)-7-ethoxy-3-oxoisoindoline-4-carbonitrile O=C1NC(CCC1N1CC=2C(=CC=C(C2C1=O)C#N)OCC)=O